OC1=C(C=C(C=C1)C)N1NC2=C(N1)C=CC=C2 2-(2'-hydroxy-5'-methyl-phenyl)benzotriazoleN